(R)-3-(3-Bromo-5-methylphenyl)-3-hydroxy-1-methylpyrrolidin-2-one BrC=1C=C(C=C(C1)C)[C@]1(C(N(CC1)C)=O)O